4,4',4''-methanetriyltris(2-iodophenol) C(C1=CC(=C(C=C1)O)I)(C1=CC(=C(C=C1)O)I)C1=CC(=C(C=C1)O)I